C(C)[C@H]1N(C[C@@H](N(C1)C=1C2=C(N(C(N1)=O)C)C=CC(=N2)C#N)C)C(C)C2=CC=C(C=C2)C(F)(F)F 4-((2S,5R)-5-Ethyl-2-methyl-4-(1-(4-(trifluoromethyl)phenyl)ethyl)piperazin-1-yl)-1-methyl-2-oxo-1,2-dihydropyrido[3,2-d]pyrimidine-6-carbonitrile